FC1=NC=CC(=C1)C1=C(N(C2=NC=C(C=C21)C2=CC=C(C=C2)CN2CC(CCC2)O)C(=O)OC(C)(C)C)C2=COC=C2 tert-butyl 3-(2-fluoropyridin-4-yl)-2-(furan-3-yl)-5-(4-((3-hydroxypiperidin-1-yl)methyl)phenyl)-1H-pyrrolo[2,3-b]pyridine-1-carboxylate